C(C)(C)(C)OC(=O)N1CC(C1)CC#CC(=O)O 4-(1-(tert-butoxycarbonyl)azetidin-3-yl)but-2-ynoic acid